3-Glycyloxypropyl-triethoxysilan NCC(=O)OCCC[Si](OCC)(OCC)OCC